BrC1=CC=C(S1)CN(CC(=O)NCC1=CC(=CC(=C1)Cl)Cl)C 2-(((5-Bromothiophen-2-yl)methyl)(methyl)amino)-N-(3,5-dichlorobenzyl)acetamide